[[4-amino-5-(4-chlorobenzoyl)thiazol-2-yl]-(2,2-difluoro-1,3-benzodioxol-5-yl)amino]propanamide NC=1N=C(SC1C(C1=CC=C(C=C1)Cl)=O)N(C1=CC2=C(OC(O2)(F)F)C=C1)C(C(=O)N)C